C(CC)N(CCC(C=CC=CC=CC(CC=CCC)O)O)CCC 1-(dipropylamino)pentadeca-4,6,8,12-tetraene-3,10-diol